C(CCC)OC=1C(C(C1OCCCC)=O)=O 3,4-dibutoxycyclobut-3-ene-1,2-dione